5-(propynyl)uracil silicon-titanium-iron [Fe].[Ti].[Si].C(#CC)C=1C(NC(NC1)=O)=O